2-(1-methyl-1H-pyrazol-5-yl)ethane-1-amine CN1N=CC=C1CCN